C(CCC)[C@]1(CS(C2=C(N(C1)C1=CC=CC=C1)C=C(C(=C2)OCCC(=O)O)N(C)C)(=O)=O)CC |r| racemic-3-((3-butyl-7-(dimethylamino)-3-ethyl-1,1-dioxo-5-phenyl-2,3,4,5-tetrahydro-1,5-benzothiazepin-8-yl)oxy)propionic acid